ethyl 4-(bis(t-butoxycarbonyl) amino)-6-chloro-5-fluoronicotinate C(C)(C)(C)OC(=O)N(C1=C(C(=NC=C1C(=O)OCC)Cl)F)C(=O)OC(C)(C)C